methyl (7-(butylamino)-1-((6-chloro-4-methoxypyridin-3-yl)methyl)-3-iodo-1H-pyrazolo[4,3-d]pyrimidin-5-yl)carbamate C(CCC)NC=1C2=C(N=C(N1)NC(OC)=O)C(=NN2CC=2C=NC(=CC2OC)Cl)I